{5-Bromo-6-[(cis-4-isopropylcyclohexyl)oxy]-2-methylpyridin-3-yl}-N-ethyl-N-methylimidoformamide BrC=1C=C(C(=NC1O[C@@H]1CC[C@@H](CC1)C(C)C)C)C(N(C)CC)=N